threonine propyl ester C(CC)OC([C@@H](N)[C@H](O)C)=O